FC(CCN(CC[C@@H](C(=O)O)NC1=NC(=NC=C1)C1=CC=CC=C1)CCCCC1=NC=2NCCCC2C=C1)F (S)-4-((3,3-difluoropropyl)(4-(5,6,7,8-tetrahydro-1,8-naphthyridin-2-yl)butyl)amino)-2-((2-phenylpyrimidin-4-yl)amino)butanoic acid